tin-silver-zinc [Zn].[Ag].[Sn]